cadinane C[C@H]1CC[C@H]2[C@H](CC[C@H]([C@@H]2C1)C(C)C)C